S1C=CC2=C1C(OC(C2)([2H])[2H])CNC 1-(4,7-dihydro-5H-thieno[2,3-c]pyran-7-yl-5,5-d2)-N-methyl-methylamine